N1C(=CC=2C=NC=CC21)CNC(=O)[C@@H]2CCC=1N2C(C(=NC1Cl)NCC1=CC=CC=C1)=O (S)-N-((1H-pyrrolo[3,2-c]pyridin-2-yl)methyl)-3-(benzylamino)-1-chloro-4-oxo-4,6,7,8-tetrahydropyrrolo[1,2-a]pyrazine-6-carboxamide